bis[4-(2-glycidoxypropoxy)phenyl]methane tert-butyl-(R)-3-(3-(4-nonylphenyl)-1,2,4-oxadiazol-5-yl)pyrrolidine-1-carboxylate C(C)(C)(C)OC(=O)N1C[C@@H](CC1)C1=NC(=NO1)C1=CC=C(C=C1)CCCCCCCCC.C(C1CO1)OC(COC1=CC=C(C=C1)CC1=CC=C(C=C1)OCC(C)OCC1CO1)C